NC1(CC1)C1=CC(=C(C=C1)C=1N=C2SC3=C(N2C1)C=CC(=C3)C(=O)NCCCN3CCC(CC3)F)F 2-(4-(1-aminocyclopropyl)-2-fluorophenyl)-N-(3-(4-fluoropiperidin-1-yl)propyl)benzo[d]imidazo[2,1-b]thiazole-7-carboxamide